2-(1,1,2,2,3,3-hexamethylindan-5-yl)-4,4,5,5-tetramethyl-1,3,2-dioxaborolan CC1(C(C(C2=CC(=CC=C12)B1OC(C(O1)(C)C)(C)C)(C)C)(C)C)C